COC=1C=CC2=C(C3C(O2)OC(=C3SC)C3=CC=CC=C3)C1 5-methoxy-3-(methylthio)-2-phenyl-3a,8a-dihydrofuro[2,3-b]benzofuran